BrC1=CC=C(C=C1)C1(CN(C1)C(=O)N1CC2(C1)CC(C2)C2=NN=C(N2)C2CC2)O [3-(4-Bromophenyl)-3-hydroxy-azetidin-1-yl]-[6-(5-cyclopropyl-4H-1,2,4-triazol-3-yl)-2-azaspiro[3.3]heptan-2-yl]methanone